1-(8Z,11Z,14Z-eicosatrienoyl)-2-(9Z,12Z,15Z-octadecatrienoyl)-glycero-3-phospho-(1'-sn-glycerol) CCCCC/C=C\C/C=C\C/C=C\CCCCCCC(=O)OC[C@H](COP(=O)(O)OC[C@H](CO)O)OC(=O)CCCCCCC/C=C\C/C=C\C/C=C\CC